1-(3-chloro-2-acetoxypropyl)-2-methyl-5-nitroimidazole ClCC(CN1C(=NC=C1[N+](=O)[O-])C)OC(C)=O